O[C@@H]1C[C@H](N(C1)C(=O)OC(C)(C)C)C=1NC(=C(N1)C(=O)O)C1=CC=C(C=C1)OC 2-[(2s,4r)-4-hydroxy-1-[(2-methylpropan-2-yl)oxycarbonyl]pyrrolidin-2-yl]-5-(4-methoxyphenyl)-1H-imidazole-4-carboxylic acid